3-carboxy-cis,cis-muconate C(=C\C(=O)[O-])\C(=C/C(=O)[O-])\C(=O)[O-]